tert-butyl 4-[2-[4-(2-bromo-4-ethylsulfonyl-phenoxy)-2-fluoro-phenyl]ethyl]piperidine-1-carboxylate BrC1=C(OC2=CC(=C(C=C2)CCC2CCN(CC2)C(=O)OC(C)(C)C)F)C=CC(=C1)S(=O)(=O)CC